FC1=CC=C(C=N1)NC=1C=CC=2N(C1)C(=CN2)C2=NC(=NC=C2C)NC2CCC(CC2)N (1r,4r)-N1-(4-(6-((6-Fluoropyridin-3-yl)amino)imidazo[1,2-a]pyridin-3-yl)-5-methylpyrimidin-2-yl)cyclohexane-1,4-diamine